COC(=O)[C@@]1(C(C2=CC=C(C=C2C1)Cl)=O)O R-(+)-5-chloro-2,3-dihydro-2-hydroxy-1-oxo-1H-indene-2-carboxylic acid methyl ester